(S)-1-phenylpyrrolidin-3-amine HCl Cl.C1(=CC=CC=C1)N1C[C@H](CC1)N